P(=O)(OCC)(OCC)OCC tri(ethyl) phosphate